(7R)-7-(4-fluorophenyl)-N4-methyl-N2-[3-(4-methylimidazol-1-yl)-1-bicyclo[1.1.1]pentyl]-6,7-dihydro-5H-cyclopenta[d]pyrimidine-2,4-diamine FC1=CC=C(C=C1)[C@H]1CCC2=C1N=C(N=C2NC)NC21CC(C2)(C1)N1C=NC(=C1)C